FC(C1=CC=C(C=C1)N1N=NC(=C1COC1=CC=C(N=N1)N1CC(C1)C(=O)NCC)C)F 1-(6-[(1-(4-(difluoromethyl)phenyl)-4-methyl-1H-1,2,3-triazol-5-yl)methoxy]pyridazin-3-yl)-N-ethylazetidin-3-carboxamide